FC=1C(=C(C=C2CCN(CC12)CCC1=C(CCCC1(C)C)C)O)N1CC(NS1(=O)=O)=O 5-{8-fluoro-6-hydroxy-2-[2-(2,6,6-trimethylcyclohex-1-en-1-yl)ethyl]-1,2,3,4-tetrahydroisoquinolin-7-yl}-1λ6,2,5-thiadiazolidine-1,1,3-trione